6-(bromomethyl)benzo[d]thiazol-2-amine BrCC1=CC2=C(N=C(S2)N)C=C1